CN1C(C(=NC2=CC=CC=C12)C1=CC=C(C=C1)OC1=CC=C(C=C1)C)=O 1-methyl-3-(4-(p-tolyloxy)phenyl)quinoxalin-2(1H)-one